C(C)C1=C(C(=C(C=C1O)O)C(C1=CC(=C(C=C1)OCCN1CCOCC1)OC)=O)CC(=O)N(CCOC)CCOC 2-(2-ethyl-3,5-dihydroxy-6-(3-methoxy-4-(2-morpholinoethoxy)benzoyl)phenyl)-N,N-bis(2-methoxyethyl)acetamide